(S)-6-(5-amino-1-((trans)-4-methoxycyclohexyl)-1H-benzo[d]imidazol-2-yl)-1-(3,4-difluorophenyl)piperidine-2-one NC1=CC2=C(N(C(=N2)[C@@H]2CCCC(N2C2=CC(=C(C=C2)F)F)=O)[C@@H]2CC[C@H](CC2)OC)C=C1